NC=1N=C(SC1C(=O)C1=CC=C(C(=O)NC2CC2)C=C1)N(C1=CC=C(C=C1)F)[C@@H](C(=O)N)C |r| rac-4-[4-Amino-2-(N-(2-amino-1-methyl-2-oxoethyl)-4-fluoroanilino)thiazol-5-carbonyl]-N-cyclopropylbenzamid